8-(6-methyl-7-oxo-6,7-dihydro-1H-pyrrolo[2,3-c]pyridin-4-yl)spiro[1,4-benzoxazine-2,1'-cyclopropan]-3(4H)-one CN1C(C2=C(C(=C1)C1=CC=CC=3NC(C4(CC4)OC31)=O)C=CN2)=O